(E)-3-(benzo[d]thiazol-2-yl)-4-(3-(4-chlorophenyl)-1H-pyrazol-4-yl)but-3-enoic acid S1C(=NC2=C1C=CC=C2)\C(\CC(=O)O)=C\C=2C(=NNC2)C2=CC=C(C=C2)Cl